N(=C=S)C=1C(=NC=CC1)C#N isothiocyanatopyridinecarbonitrile